methyl-trans-4-aminocyclohexane-1-carboxylate COC(=O)[C@@H]1CC[C@H](CC1)N